N-[4-(3-amino-1H-indazol-5-yl)pyridin-2-yl]cyclopropanecarboxamide NC1=NNC2=CC=C(C=C12)C1=CC(=NC=C1)NC(=O)C1CC1